O=C(CCSSC1=NC=CC=C1)NCCOCCOCCOCCOCCOCCOCCOCCOCCC(=O)ON1C(CCC1=O)=O 2,5-dioxopyrrolidin-1-yl 3-oxo-1-(pyridin-2-yldisulfanyl)-7,10,13,16,19,22,25,28-octaoxa-4-azahentriacontan-31-oate